C(C)(C)(C)OC(=O)N1CCN(CC1)C1=NC(=NC2=CC(=C(C=C12)Br)Cl)OC[C@H]1N(CCC1)C (S)-4-(6-bromo-7-chloro-2-((1-methylpyrrolidin-2-yl)methoxy)quinazolin-4-yl)piperazine-1-carboxylic acid tert-butyl ester